ClC1=C(C=CC=C1)N1C(N=C(C2=C1N=C(C=C2)C(F)(F)F)N2CCCC2)=O 1-(2-chlorophenyl)-4-(pyrrolidin-1-yl)-7-(trifluoromethyl)pyrido[2,3-d]pyrimidin-2(1H)-one